C(C)(C)(C)C=1C=C(N(N1)C1=CC=C(C=C1)C)N 5-tert-butyl-2-(p-tolyl)pyrazol-3-amine